O[C@@H]1[C@H](CC1)OC=1N=CC=2N(C1)N=CC2N2CCC(CC2)N(C(=O)NC=2C(N(C=C(C2)C(F)(F)F)C)=O)C 1-(1-(6-((1S,2S)-2-hydroxycyclobutoxy)pyrazolo[1,5-a]pyrazin-3-yl)piperidin-4-yl)-1-methyl-3-(1-methyl-2-oxo-5-(trifluoromethyl)-1,2-dihydropyridin-3-yl)urea